N1=C(C=CC=C1)CCSCCCOCC(COCCCSCCC1=NC=CC=C1)O 1,3-Bis[3-[2-(2-pyridyl)ethylsulfanyl]propoxy]propan-2-ol